I(=O)(=O)C1=C(C=CC=C1)S(=O)(=O)O iodoxybenzenesulfonic acid